C(#N)C1(CC1)CN1N=C(C2=CC=CC=C12)C(=O)NC=1C=C(C(=O)NC2=C(C=C(C=C2)F)CC(=O)OC(C)(C)C)C=CC1N1CCCCC1 tert-butyl 2-(2-(3-(1-((1-cyanocyclopropyl) methyl)-1H-indazole-3-carboxamido)-4-(piperidin-1-yl)benzamido)-5-fluorophenyl)acetate